(cyclopentadienyl)(ethylcyclopentadienyl)zirconium dichloride [Cl-].[Cl-].C1(C=CC=C1)[Zr+2]C1(C=CC=C1)CC